2-((1-(7-methyl-2-(1-methyl-2-oxopiperidin-4-yl)-4-oxo-4H-pyrido[1,2-a]pyrimidin-9-yl)ethyl)amino)benzoic acid CC=1C=C(C=2N(C(C=C(N2)C2CC(N(CC2)C)=O)=O)C1)C(C)NC1=C(C(=O)O)C=CC=C1